C(C)(C)C1(CC(=CC(=C1)C(C)C)C(C)C)N=C=NC1(CC(=CC(=C1)C(C)C)C(C)C)C(C)C bis(1,3,5-triisopropylphenyl)carbodiimide